ClC1=C(C=CC=C1)C=1N(N=NN1)C 2-chlorophenyl-4-methyl-tetrazol